C(C)OC(C(=O)C1=NC=C(N=C1Cl)Cl)=O (3,5-Dichloropyrazin-2-yl)-2-oxoacetic acid ethyl ester